iminocyclohepta[c]pyridazin-3-one N=C1C=2C(=NNC1=O)C=CC=CC2